ClC=1C(=C(C(=O)[O-])C=CN1)OCC1=CC=C(C=C1)OC 2-chloro-3-((4-methoxybenzyl)oxy)isonicotinate